C(C)(C)C1=CC=C2C(=N1)C(=NN2)C(=O)O 5-isopropyl-1H-pyrazolo[4,3-b]pyridine-3-carboxylic acid